FC1=C(C=CC=C1C1NCCCC2=C1NC(=N2)C2=C(C=CC(=C2)OC=2C(=C1C=CN(C1=CC2F)S(=O)(=O)C2=CC=C(C=C2)C)S(=O)(=O)C)F)CCC(=O)OCC ethyl 3-[2-fluoro-3-[2-[2-fluoro-5-[6-fluoro-4-methylsulfonyl-1-(p-tolylsulfonyl)indol-5-yl]oxy-phenyl]-3,4,5,6,7,8-hexahydroimidazo[4,5-c]azepin-4-yl]phenyl]propanoate